(R)-3-((S)-5H-imidazo[5,1-a]isoindol-5-yl)tetrahydrofuran-3-ol C=1N=CN2C1C1=CC=CC=C1[C@H]2[C@]2(COCC2)O